CCCC.[N] nitrogen Butane